4-(2-Chlorophenyl)-2-(1-naphthylmethyl)imidazole lead [Pb].ClC1=C(C=CC=C1)C=1N=C(NC1)CC1=CC=CC2=CC=CC=C12